ClC=1C(=NC=CC1NN)C (3-chloro-2-methyl-pyridin-4-yl)-hydrazine